plumbsilol [PbH2]1[SiH]=CC=C1